racemic-(3S,4S)-1-Benzyl-4-(1-methyl-2-oxo-1,2-dihydropyridin-3-yl)pyrrolidine-3-carbonitrile C(C1=CC=CC=C1)N1C[C@H]([C@H](C1)C=1C(N(C=CC1)C)=O)C#N |r|